N1CNN2CN=C3C(=CC=CC3=C21)C#N dihydro[1,2,4]triazolo[1,5-c]quinazoline-7-carbonitrile